C(C=C)(=O)O.CNS(=O)(=O)C1=CC=C(C=C1)F methyl-((4-fluorophenyl)sulfonamide) acrylate